C(C1CO1)NCC1CO1 N,N-diglycidyl-ammonia